Cl.ClC1=CC=C(CN(C[C@H]2CNCC2)CC=2SC(=CC2)[N+](=O)[O-])C=C1 (R)-N-(4-chlorobenzyl)-1-(5-nitrothiophen-2-yl)-N-(pyrrolidin-3-ylmethyl)methylamine hydrochloride